5-Amino-8-furan-2-yl-3-{2-[4-(4-methoxy-phenyl)-piperazin-1-yl]-ethyl}-1-(2,2,2-trifluoro-ethyl)-1,3-dihydro-[1,2,4]triazolo[5,1-i]purin-2-one NC=1N2C(C=3N(C(N(C3N1)CCN1CCN(CC1)C1=CC=C(C=C1)OC)=O)CC(F)(F)F)=NC(=N2)C=2OC=CC2